ClC1=NN=C(C2=CC=CC=C12)C1=C(C=C(C=C1)C(F)(F)F)C 1-chloro-4-(2-methyl-4-(trifluoromethyl)phenyl)-phthalazine